dicyclopentyl-dimethoxysilane C1(CCCC1)[Si](OC)(OC)C1CCCC1